COC1=C(C=C(C(=C1)OC)NC1=NC=C(C(=N1)C1=CN(C2=CC=CC=C12)C)NC(C(C)(C)C)=O)C(C(=O)N)=C (2,4-dimethoxy-5-((4-(1-methyl-1H-indol-3-yl)-5-trimethylacetamidopyrimidin-2-yl)amino)phenyl)acrylamide